tert-butyl N-[1-[(5-bromo-2-chloro-phenyl)methyl]-2-[4-[3-(3-hydroxypropyl)triazol-4-yl]anilino]-2-oxo-ethyl]carbamate BrC=1C=CC(=C(C1)CC(C(=O)NC1=CC=C(C=C1)C=1N(N=NC1)CCCO)NC(OC(C)(C)C)=O)Cl